O=C1NC(CCC1N1C(N(C2=C1C=CC(=C2)CC=O)C)=O)=O [1-(2,6-dioxo-3-piperidyl)-3-methyl-2-oxo-benzimidazol-5-yl]Acetaldehyde